C[C@H]1[C@H](N(C2CC1C2)C(C2=C(C=CC(=C2)C)N2N=CC=N2)=O)CNC2=NC=C(N=C2)C(F)(F)F |o1:1,2| N-{[(3S,4R) or (3R,4S)-4-methyl-2-[5-methyl-2-(2H-1,2,3-triazol-2-yl)benzoyl]-2-azabicyclo[3.1.1]hept-3-yl]methyl}-5-(trifluoromethyl)pyrazin-2-amine